tert-butyl 3-cyano-3-(5-(4,4,5,5-tetramethyl-1,3,2-dioxaborolan-2-yl)pyridin-2-yl)pyrrolidine-1-carboxylate C(#N)C1(CN(CC1)C(=O)OC(C)(C)C)C1=NC=C(C=C1)B1OC(C(O1)(C)C)(C)C